(S)-2-((5-(3-(5-bromothiazol-2-yl)azetidin-1-yl)thiophen-2-yl)carbamoyl)pyrrolidine-1-carboxylic acid tert-butyl ester C(C)(C)(C)OC(=O)N1[C@@H](CCC1)C(NC=1SC(=CC1)N1CC(C1)C=1SC(=CN1)Br)=O